C1(CC1)NC(=O)C1=NC=C(C=C1)N1[C@@H]2CC[C@@H]2N(CC1)CC=1C=NC=2C=C(C(NC2C1)=O)CC cis-N-cyclopropyl-5-(5-((7-ethyl-6-oxo-5,6-dihydro-1,5-naphthyridin-3-yl)methyl)-2,5-diazabicyclo[4.2.0]octane-2-yl)pyridine-2-amide